4-[4-cyano-2-methyl-6-(1-propylpyrazol-4-yl)indazol-3-yl]-2-(difluoromethoxy)-6-methoxybenzamide C(#N)C=1C2=C(N(N=C2C=C(C1)C=1C=NN(C1)CCC)C)C1=CC(=C(C(=O)N)C(=C1)OC)OC(F)F